trans-methyl-4-((5-fluoro-4-(2-(2-oxopiperidin-1-yl)pyridin-4-yl)pyrimidin-2-yl)amino)cyclohexane-1-carboxylate COC(=O)[C@@H]1CC[C@H](CC1)NC1=NC=C(C(=N1)C1=CC(=NC=C1)N1C(CCCC1)=O)F